5-bromo-N,N-bis(4-methoxybenzyl)-2-methylthiazolo[4,5-b]pyrazin-6-amine BrC1=C(N=C2C(=N1)N=C(S2)C)N(CC2=CC=C(C=C2)OC)CC2=CC=C(C=C2)OC